C1(CC1)ON1N=CC(=C1)[N+](=O)[O-] Cyclopropoxy-4-nitro-1H-pyrazole